2-[4-(trifluoro-methoxy)phenoxy]-5-(trifluoromethyl)-pyridine-3-carboxamide FC(OC1=CC=C(OC2=NC=C(C=C2C(=O)N)C(F)(F)F)C=C1)(F)F